4-bromo-2-(trifluoromethoxy)aniline BrC1=CC(=C(N)C=C1)OC(F)(F)F